FC(C(=O)O)(F)F.C(C)(=O)OCC1CCC(CC1)CCC(=O)N1CC(C1)C=1C=NC(=NC1)C=1C(=NOC1C1CC1)C1=NN(C2=NC=NC(=C21)N)C(C)(C)C [4-[3-[3-[2-[3-(4-amino-1-tert-butyl-pyrazolo[3,4-d]pyrimidin-3-yl)-5-cyclopropyl-isoxazol-4-yl]pyrimidin-5-yl]azetidin-1-yl]-3-oxo-propyl]cyclohexyl]methyl acetate trifluoroacetate